C(=O)(O)C(COCCOCCO)O carboxyl-triethylene glycol